2-[4-(5-chloro-2-fluorophenyl)-5-methoxy-2-oxopyridin-1(2H)-yl]-4-methoxybutyric acid tert-butyl ester C(C)(C)(C)OC(C(CCOC)N1C(C=C(C(=C1)OC)C1=C(C=CC(=C1)Cl)F)=O)=O